2-(2,6-dioxopiperidin-3-yl)-5-fluoro-6-(6-((4'-fluoro-5,5-dimethyl-3,4,5,6-Tetrahydro-[1,1'-biphenyl]-2-yl)methyl)-3,6-diazabicyclo[3.1.1]heptan-3-yl)isoindoline O=C1NC(CCC1N1CC2=CC(=C(C=C2C1)F)N1CC2N(C(C1)C2)CC2=C(CC(CC2)(C)C)C2=CC=C(C=C2)F)=O